C(#C)C1=CC=C(C=C1)C1C(N(C(CC1)=O)C(=O)OC(C)(C)C)=O tert-Butyl 3-(4-ethynylphenyl)-2,6-dioxopiperidine-1-carboxylate